2-Cyclopropyl-5-nitrobenzo[d]oxazol-6-ol C1(CC1)C=1OC2=C(N1)C=C(C(=C2)O)[N+](=O)[O-]